prop-2-ynylcyclopentane C(C#C)C1CCCC1